OC(COC1=CC=C(C(=O)O)C=C1)(CN1N=CN=N1)C 4-(2-hydroxy-2-methyl-3-(2H-tetrazol-2-yl)propoxy)benzoic acid